OB1OCC2=C1C=C(C=C2)C(=O)NCC(=O)OCC2=CC=CC=C2 Benzyl (1-hydroxy-1,3-dihydrobenzo[c][1,2]oxaborole-6-carbonyl)glycinate